S(C=1C(=C(C(=CC1)C(C)(C)C)O)C)C=1C(=C(C(=CC1)C(C)(C)C)O)C thiobis-(2-methyl-6-tert-butylphenol)